1-Cyclopropyl-4-(3-(1-methyl-1H-pyrazol-4-yl)-1H-pyrazolo[4,3-d]pyrimidin-5-yl)piperazin-2-one C1(CC1)N1C(CN(CC1)C=1N=CC2=C(N1)C(=NN2)C=2C=NN(C2)C)=O